ClC=1C=C(C=NC1OC1=CC=CC=C1)NC=1C2=C(N=CN1)C=CC(=N2)N2CC(C2)NC(OC(C)(C)C)=O tert-Butyl (1-(4-((5-chloro-6-phenoxypyridin-3-yl)amino)pyrido[3,2-d]pyrimidin-6-yl)azetidin-3-yl)carbamate